COC1NCC2=CC=CC=C12 1-Methoxyisoindoline